3-(tert-butyl-dimethylsilyloxy)-1-chloropropane [Si](C)(C)(C(C)(C)C)OCCCCl